2-oxo-2-((10S,13S,16R,17S)-10,13,16-trimethyl-3-oxo-6,7,8,10,12,13,14,15,16,17-decahydro-3H-cyclopenta[a]phenanthren-17-yl)ethyl acetate C(C)(=O)OCC([C@H]1[C@@H](CC2C3CCC4=CC(C=C[C@@]4(C3=CC[C@]12C)C)=O)C)=O